C12N(CC(NC1)C2)CC2=C1CN(CC1=CC=C2)C2C(NC(CC2)=O)=O 4-((2,5-diazabicyclo[2.2.1]heptane-2-yl)methyl)-2-(2,6-dioxopiperidin-3-yl)isoindoline